7-(7-fluoroimidazo[1,2-a]pyridin-3-yl)-1,2-dihydro-3H-pyrrolo[3,4-c]pyridin-3-one FC1=CC=2N(C=C1)C(=CN2)C=2C1=C(C=NC2)C(NC1)=O